((3R,5S)-5-methyl-1,4-oxazepan-3-yl)methanol C[C@@H]1N[C@@H](COCC1)CO